benzylbenzaldehyde imine C(C1=CC=CC=C1)C1=C(C=N)C=CC=C1